5-(2-(oxetan-3-ylamino)pyridin-4-yl)-7-((tetrahydro-2H-pyran-4-yl)ethynyl)-1H-indazol-3-amine O1CC(C1)NC1=NC=CC(=C1)C=1C=C2C(=NNC2=C(C1)C#CC1CCOCC1)N